CC(C(=O)O)(CN1C[C@@H]2OCCN[C@@H]2C1=O)C 2,2-dimethyl-3-((4aS,7aS)-5-oxohexahydropyrrolo[3,4-b][1,4]oxazin-6(2H)-yl)propionic acid